isobutyl 5-bromo-1-methyl-1H-imidazole-2-carboxylate BrC1=CN=C(N1C)C(=O)OCC(C)C